C1CN(CCC12CCNCC2)CC2CCC(CC2)N2N=C(C(=C2)NC(=O)C=2C=NN1C2N=C(C=C1)N1CC2CCC(C1)C2=O)C(F)F N-(1-((1R,4R)-4-((3,9-diazaspiro[5.5]undec-3-yl)methyl)cyclohexyl)-3-(difluoromethyl)-1H-pyrazol-4-yl)-5-(8-oxo-3-azabicyclo[3.2.1]octane-3-yl)pyrazolo[1,5-a]pyrimidine-3-Formamide